3-[4-amino-3-(dibenzylamino)-2-fluorophenyl]pyrrolidine-3-carboxylic acid tert-butyl ester C(C)(C)(C)OC(=O)C1(CNCC1)C1=C(C(=C(C=C1)N)N(CC1=CC=CC=C1)CC1=CC=CC=C1)F